FC1=CC(=C(C=C1)C=1C(=C(C(=NC1C)COC)C(=O)N)O)C 5-(4-fluoro-2-methylphenyl)-4-hydroxy-2-(methoxymethyl)-6-methylpyridine-3-carboxamide